3-((2-(dimethoxymethyl)-5,6,7,8-tetrahydro-1,8-naphthyridin-3-yl)methyl)-1,3-oxazepin-2-one COC(C1=NC=2NCCCC2C=C1CN1C(OC=CC=C1)=O)OC